CNC(C1=C(C=CC=C1)NC1=NC(=NC=C1C(F)(F)F)NC1=CC=C(C=C1)C=1C=NN(C1)C1CCN(CC1)C)=O N-methyl-2-{[2-({4-[1-(1-methylpiperidin-4-yl)pyrazol-4-yl]phenyl}amino)-5-(trifluoromethyl)pyrimidin-4-yl]amino}benzamide